FC1=C(C(=CC=C1)F)[B] (2,6-difluorophenyl)boron